5-chloro-2-(4,4-difluoroazepan-1-yl)-N-(3-(N'-hydroxyamidino)phenyl)-6-methylnicotinamide ClC=1C(=NC(=C(C(=O)NC2=CC(=CC=C2)C(N)=NO)C1)N1CCC(CCC1)(F)F)C